CS(=O)(=O)C1=CC=C(C=C1)C=1C=C(C(=NC1)N)C=1C=NC(=CC1)C(F)(F)F 5-[4-(methylsulfonyl)phenyl]-6'-(trifluoromethyl)[3,3'-bipyridin]-2-amine